O1CCN(CC1)C=1C2=C(N=CN1)NC(=C2)C2=CC=C(C=C2)NC(C2=NC=CC(=C2)CN2C[C@@H](CCC2)NC(C(=C)CN2CC(CC2)C(F)(F)F)=O)=O N-(4-(4-morpholino-7H-pyrrolo[2,3-d]pyrimidin-6-yl)phenyl)-4-(((3R)-3-(2-((3-(trifluoromethyl)pyrrolidin-1-yl)methyl)acrylamido)piperidin-1-yl)methyl)picolinamide